1-(4-(1,1-difluoroethyl)pyridin-2-yl)-3,3-dimethyl-N-(4-methyl-1,1-dioxidotetrahydro-2H-thiopyran-4-yl)-2-oxoindoline-5-carboxamide FC(C)(F)C1=CC(=NC=C1)N1C(C(C2=CC(=CC=C12)C(=O)NC1(CCS(CC1)(=O)=O)C)(C)C)=O